citric acid-taurine salt NCCS(=O)(=O)O.C(CC(O)(C(=O)O)CC(=O)O)(=O)O